NC[C@H](C(=O)O)O (R)-3-amino-2-hydroxypropionic acid